2,6-Dichloro-5-fluoro-N-((2-(methylsulfonyl)phenyl)carbamoyl)nicotinamide ClC1=C(C(=O)NC(NC2=C(C=CC=C2)S(=O)(=O)C)=O)C=C(C(=N1)Cl)F